C1(CC1)CCN([C@H]1C[C@H](CC1)C(=O)N)C1=C2CN(C(C2=CC=C1)=O)C1C(NC(CC1)=O)=O (1S,3R)-3-((2-cyclopropylethyl)(2-(2,6-dioxopiperidin-3-yl)-1-oxoisoindolin-4-yl)amino)cyclopentane-1-carboxamide